FC(C1=CC2=C(SC(=C2)C(=O)OC2=C(C(=C(C(=C2F)F)F)F)F)C=C1)(F)P(O)(O)=O [difluoro(2-{[(2,3,4,5,6-pentafluorophenyl)oxy]carbonyl}benzo[b]thiophen-5-yl)methyl]phosphonic acid